FC(C)(F)C1=CC(=CC(=C1)C)OCOC 1-(1,1-difluoroethyl)-3-(methoxymethoxy)-5-methylbenzene